5-Chloro-4-(((3R,3aR,6R,6aR)-6-hydroxyhexahydrofuro[3,2-b]furan-3-yl)oxy)pyrimidine ClC=1C(=NC=NC1)O[C@H]1[C@@H]2[C@H](OC1)[C@@H](CO2)O